CC=1N=CN(C1)C=1C=CC2=C(N=C(O2)C2=CC(=NC=C2)C(=O)N2CCC(CC2)[C@H](C2=CC=CC=C2)N2N=C(N=N2)C)C1 |r| (R/S)-(4-(5-(4-methyl-1H-imidazol-1-yl)benzo[d]oxazol-2-yl)pyridin-2-yl)(4-((5-methyl-2H-tetrazol-2-yl)(phenyl)methyl)piperidin-1-yl)methanone